5-chloropentene C=CCCCCl